2-(5-bromo-3-pyridinyl)acetic acid BrC=1C=C(C=NC1)CC(=O)O